NC=1C(=C(C=C2C=C(N=CC12)NC(O[C@H]1[C@@H](CN(CC1)C1COC1)F)=O)C1=C(C2=C(OCCN2)N=C1)C)F trans-3-Fluoro-1-(oxetan-3-yl)piperidin-4-yl (8-amino-7-fluoro-6-(8-methyl-2,3-dihydro-1H-pyrido[2,3-b][1,4]oxazin-7-yl)isoquinolin-3-yl)carbamate